7-(1,2-dimethylimidazol-4-yl)sulfonyl-2-(5H-imidazo[1,5-b]isoindol-5-yl)-7-azaspiro[3.5]nonan-3-ol CN1C(=NC(=C1)S(=O)(=O)N1CCC2(C(C(C2)C2N3C(C=4C=CC=CC24)=CN=C3)O)CC1)C